3-(1-oxo-4-((2-(3-(3-(piperazin-1-yl)propoxy)propoxy)ethyl)thio)isoindolin-2-yl)piperidine-2,6-dione O=C1N(CC2=C(C=CC=C12)SCCOCCCOCCCN1CCNCC1)C1C(NC(CC1)=O)=O